ethyl-acetone formate C(=O)O.C(C)CC(C)=O